6-METHYLBENZO[B]THIEN-2-YL-BORONIC ACID CC=1C=CC2=C(SC(=C2)B(O)O)C1